COC[C@H](CC1=CC=CC=C1)N1CN(C2=C1C=CC=C2)CC2=CC=C(C=C2)C (S)-1-(1-methoxy-3-phenylpropan-2-yl)-3-(4-methylbenzyl)-1H-benzo[d]imidazol